N-(6-chloro-3-iodopyridin-2-yl)methanesulfonamide ClC1=CC=C(C(=N1)NS(=O)(=O)C)I